3-benzyl-1-(trans-4-((4-(difluoromethoxy)pyrimidin-2-yl)amino)cyclohexyl)-1-(4-(1-methyl-1H-pyrazol-4-yl)phenyl)urea C(C1=CC=CC=C1)NC(N(C1=CC=C(C=C1)C=1C=NN(C1)C)[C@@H]1CC[C@H](CC1)NC1=NC=CC(=N1)OC(F)F)=O